The molecule is a pyridone that is 2-pyridone substituted with a carboxamide group at C-5 and a methyl group at N-1. It has a role as a metabolite and a mouse metabolite. It is a pyridinecarboxamide, a pyridone and a member of methylpyridines. CN1C=C(C=CC1=O)C(=O)N